3,4-dihydro-2H-pyrrol-5-amine N=1CCCC1N